C(N)(OCC1=CC=C(C=C1)CN)=O (4-(aminomethyl) benzyl) carbamate